3-((3-(5-chloro-3-methyl-2-(piperidin-4-ylamino)phenyl)-2-methyl-2H-thieno[3,2-c]pyrazol-5-yl)methyl)-6,6-dimethyl-3-azabicyclo[3.1.0]hexane-2,4-dione ClC=1C=C(C(=C(C1)C1=C2C(=NN1C)C=C(S2)CN2C(C1C(C1C2=O)(C)C)=O)NC2CCNCC2)C